(E)-2-(2,6-difluorophenyl)propanehydrazide FC1=C(C(=CC=C1)F)C(C(=O)NN)C